2-(3-chloro-6-fluoro-1H-indol-5-yl)acetamide ClC1=CNC2=CC(=C(C=C12)CC(=O)N)F